C(CCCC)C(=O)Cl pentane-1-carbonyl chloride